5-((2-((tert-butyldimethylsilyl)oxy)-3-methoxybenzyl)amino)-N-(4-(3,4-difluorophenyl)-5-(1H-imidazol-4-yl)thiazol-2-yl)-3-methylpyridine-2-sulfonamide [Si](C)(C)(C(C)(C)C)OC1=C(CNC=2C=C(C(=NC2)S(=O)(=O)NC=2SC(=C(N2)C2=CC(=C(C=C2)F)F)C=2N=CNC2)C)C=CC=C1OC